FC=1C=C2C=C(C(OC2=C(C1O)F)=O)C(=O)NCCCCCCCCCCCCN(S(=O)(=O)C1=C(C=CC=C1)[N+](=O)[O-])CCCCCC 6,8-difluoro-N-[12-(N-hexyl-2-nitrobenzenesulfonamido)dodecyl]-7-hydroxy-2-oxo-2H-chromene-3-carboxamide